N-(2,3-dihydrobenzofuran-6-yl)-N-methyl-3-[7-oxo-3-(trifluoromethyl)-5,6-dihydro-4H-indazol-1-yl]benzamide O1CCC2=C1C=C(C=C2)N(C(C2=CC(=CC=C2)N2N=C(C=1CCCC(C21)=O)C(F)(F)F)=O)C